N1=C(C=CC=C1)CNC=1C=CC2=C(C=C(O2)C(=O)NCC=2C=NC=CC2)C1 5-((pyridin-2-ylmethyl)amino)-N-(pyridin-3-ylmethyl)benzofuran-2-carboxamide